FC=1C(=NC=C(C1)C(F)(F)F)C(C)O 1-(3-fluoro-5-(trifluoromethyl)pyridin-2-yl)ethan-1-ol